glycidaldehyde diethylacetal C(C)OC(C1CO1)OCC